(o-tolylsulfonyl)butanamide tert-butyl-4-(4-(6-amino-2-fluoro-5-(1-oxo-1,2,3,4-tetrahydroisoquinolin-6-yl)pyridin-3-yl)-2-((dimethylamino)methyl)phenyl)piperazine-1-carboxylate C(C)(C)(C)OC(=O)N1CCN(CC1)C1=C(C=C(C=C1)C=1C(=NC(=C(C1)C=1C=C2CCNC(C2=CC1)=O)N)F)CN(C)C.C1(=C(C=CC=C1)S(=O)(=O)C(C(=O)N)CC)C